N-[3-[2-(difluoromethoxy)-5-methylsulfanyl-phenyl]-1-[[2-[1-[3-(dimethylamino)propyl]azetidin-3-yl]tetrazol-5-yl]methyl]pyrazol-4-yl]pyrazolo[1,5-a]pyrimidine-3-carboxamide FC(OC1=C(C=C(C=C1)SC)C1=NN(C=C1NC(=O)C=1C=NN2C1N=CC=C2)CC=2N=NN(N2)C2CN(C2)CCCN(C)C)F